5-phenyltetrazole chloride [Cl-].C1(=CC=CC=C1)C1=NN=NN1